NC(=O)C1=CC=CC2=CN(N=C12)C1=CC=C(C=C1)NC(=O)C1N2C(CCC2CCC1)=O.[NH4+] ammonium 5-[({4-[7-(aminocarbonyl)-2H-indazol-2-yl]phenyl}amino)carbonyl]-3-oxooctahydroindolizine